2-((2-((4-(adamantan-2-ylamino)-2-methoxyphenyl)amino)-5-(trifluoromethyl)pyrimidin-4-yl)amino)-N,3-dimethylbenzamide C12C(C3CC(CC(C1)C3)C2)NC2=CC(=C(C=C2)NC2=NC=C(C(=N2)NC2=C(C(=O)NC)C=CC=C2C)C(F)(F)F)OC